BrC=1C=C2C(=NC(N(C2=CC1)C)=O)N[C@H](C)C1=CC(=CC=C1)C(F)(F)F (R)-6-bromo-1-methyl-4-((1-(3-trifluoromethylphenyl)ethyl)amino)quinazolin-2(1H)-one